C(CCCCCCCCCCCCCC)(=O)N[C@@H]1CN(CCC1)C(=O)C1=CC=C(C(=O)N2C[C@H]([C@@H](C2)C(=O)N[C@@H]2[C@H](C2)C2=CC=CC=C2)C(=O)N[C@@H]2[C@H](C2)C2=CC=CC=C2)C=C1 (3S,4S)-1-(4-((S)-3-pentadecanamidopiperidine-1-carbonyl)benzoyl)-N3,N4-bis((1S,2R)-2-phenylcyclopropyl)pyrrolidine-3,4-dicarboxamide